tert-butyl (1-(5-(2-chloro-3-fluoropyridin-4-yl)-2-methyl-2H-1,2,3-triazol-4-yl)cyclobutyl)carbamate ClC1=NC=CC(=C1F)C=1C(=NN(N1)C)C1(CCC1)NC(OC(C)(C)C)=O